2,4-dibromo-5-methylthiothiophene BrC=1SC(=C(C1)Br)SC